(R)-N'-((1,2,3,5,6,7-hexahydro-s-indacen-4-yl)carbamoyl)-5,5-dimethyl-6,7-dihydro-5H-pyrazolo[5,1-b][1,3]oxazine-3-sulfonimidamide C1CCC2=C(C=3CCCC3C=C12)NC(=O)N=[S@](=O)(N)C=1C=NN2C1OC(CC2)(C)C